tert-Butyl N-[(2-cyanophenyl)methyl]carbamate C(#N)C1=C(C=CC=C1)CNC(OC(C)(C)C)=O